CC=1C=C(C=CC1)C=1N=C(SC1)N1N=C(C=C1O)C 1-[4-(3-methylphenyl)thiazol-2-yl]-3-methyl-1H-pyrazol-5-ol